COC=1C=C(C=CC(=O)O)C=C(C1OC)OC 3,4,5-trimethoxy-cinnamic acid